benzyl 4-(1-((8-fluoro-2-methylimidazo[1,2-a]pyridin-6-yl)carbamoyl)-6-(pyridin-2-yl)-2,3-dihydro-1H-pyrrolo[2,3-b]pyridin-4-yl)piperazine-1-carboxylate FC=1C=2N(C=C(C1)NC(=O)N1CCC=3C1=NC(=CC3N3CCN(CC3)C(=O)OCC3=CC=CC=C3)C3=NC=CC=C3)C=C(N2)C